C1(CC1)NC(=O)C1=NC=C(C=C1)N1CCNCC1 N-cyclopropyl-5-(piperazine-1-yl)pyridineamide